ClC=1C(=C(C(=O)NC2=C(C=C(C(=C2)Cl)C(C#N)C2=CC=C(C=C2)Cl)C)C=C(C1)Cl)O 3,5-dichloro-N-(5-chloro-4-((4-chlorophenyl)(cyano)methyl)-2-methylphenyl)-2-hydroxybenzamide